BrCC1=NOC(=C1)COC1OCCCC1 (bromomethyl)-5-(((tetrahydro-2H-pyran-2-yl)oxy)methyl)isoxazole